C1(CC1)C1=CC=NC=2N1N=C(C2C=2C(N(C(=CC2)OCC(C(F)(F)F)(F)F)C)=O)S(=O)(=O)CC 3-(7-cyclopropyl-2-(ethylsulfonyl)pyrazolo[1,5-a]pyrimidin-3-yl)-1-methyl-6-(2,2,3,3,3-pentafluoropropoxy)pyridin-2(1H)-one